(S)-7-cyclopropyl-7-ethyl-2-((R)-3-methylmorpholino)-6,7-dihydropyrazolo[1,5-a]pyrazin-4(5H)-one C1(CC1)[C@]1(CNC(C=2N1N=C(C2)N2[C@@H](COCC2)C)=O)CC